FC(CCCCCCC)(F)C1=NC(=NO1)CC(C(=O)OC(C)(C)C)=C tert-butyl 2-((5-(1,1-difluorooctyl)-1,2,4-oxadiazol-3-yl)methyl)acrylate